2-methyl (2S,4S)-4-cyclopropylpyrrolidine-1,2-dicarboxylate C1(CC1)[C@@H]1C[C@H](N(C1)C(=O)[O-])C(=O)OC